(R)-N-((1R,3R)-3-hydroxy-8-azaspiro[4.5]decan-1-yl)-2-methylpropane-2-sulfinamide O[C@H]1C[C@H](C2(C1)CCNCC2)N[S@](=O)C(C)(C)C